ClC=1C=C(C=C2C(=C(C=NC12)C#N)NC1=CC(=C(C=C1)F)Cl)N[C@@H](C1=CSC=2CN(CCC21)C)C=2N=NN(C2)C(C)C (S)-8-chloro-4-((3-chloro-4-fluorophenyl)amino)-6-(((1-isopropyl-1H-1,2,3-triazol-4-yl)(6-methyl-4,5,6,7-tetrahydrothieno[2,3-c]pyridin-3-yl)methyl)amino)quinoline-3-carbonitrile